ClC1=CC2=C(NC(=N2)C2=CC(=NN2CC2=CC=C(C=C2)OC)NC(=O)C=2C=NC(=CC2)N2CCC(CC2)CO)C=C1 N-[5-(5-chloro-1H-benzimidazol-2-yl)-1-[(4-methoxyphenyl)methyl]pyrazol-3-yl]-6-[4-(hydroxymethyl)-1-piperidyl]pyridine-3-carboxamide